(2'R)-2'-Deoxy-2'-ethynyl-2'-fluoro-4'-C-fluorouridine C(#C)[C@@]1([C@@H](O[C@@]([C@H]1O)(CO)F)N1C(=O)NC(=O)C=C1)F